C1(=CC=CC=C1)C1(OC2=C(C=CC=3C(C=C(OC23)C2=CC=C(C=C2)CCCN2CCCCC2)=O)O1)C1=CC=CC=C1 2,2-Diphenyl-8-(4-(3-(piperidin-1-yl)propyl)phenyl)-6H-[1,3]dioxolo[4,5-h]chromen-6-one